6-(1-(4-(5-(difluoromethyl)-1,3,4-oxadiazol-2-yl)benzyl)-1H-1,2,3-triazol-4-yl)-1-methyl-1H-benzo[d]imidazol-2-amine FC(C1=NN=C(O1)C1=CC=C(CN2N=NC(=C2)C=2C=CC3=C(N(C(=N3)N)C)C2)C=C1)F